5-bromo-2,3-dihydrobenzo[b]thiophene 1,1-dioxide BrC1=CC2=C(S(CC2)(=O)=O)C=C1